C(\C=C\CCCCCCCCCCCCCCCCC(=O)O)C(=O)O trans-2-nonadecene-1,19-dicarboxylic acid